2-((2-chloro-4-(trifluoromethyl)phenyl)thio)-1-(4-(5-(chlorodifluoromethyl)-1,2,4-oxadiazol-3-yl)phenyl)ethan-1-one ClC1=C(C=CC(=C1)C(F)(F)F)SCC(=O)C1=CC=C(C=C1)C1=NOC(=N1)C(F)(F)Cl